phenanthrene-8-carboxamide C1=CC=CC=2C3=CC=CC(=C3C=CC12)C(=O)N